IC1=C(C=CC=C1)N(C(C(C1=CC=CC=C1)=O)=O)C N-(2-iodophenyl)-N-methyl-2-oxo-2-phenylacetamide